4-(propionylamino)benzoic acid C(CC)(=O)NC1=CC=C(C(=O)O)C=C1